FC1=CC(=C(C=C1F)B(O)O)OCC 4,5-DIFLUORO-2-ETHOXYPHENYLBORONIC ACID